(S or R)-2-(2-(2-cyclopropylphenyl)-4-methylpiperazin-1-yl)-7-azaspiro[3.5]nonane C1(CC1)C1=C(C=CC=C1)[C@@H]1N(CCN(C1)C)C1CC2(C1)CCNCC2 |o1:9|